(Z)-1-(3,4,5-trimethoxyphenyl)-2-(3-nitro-4-methoxyphenyl)ethylene COC=1C=C(C=C(C1OC)OC)\C=C/C1=CC(=C(C=C1)OC)[N+](=O)[O-]